(R)-2-morpholino-8-(1-(phenylamino)ethyl)-6-(pyrrolidin-1-yl)-4H-chromen-4-one O1CCN(CC1)C=1OC2=C(C=C(C=C2C(C1)=O)N1CCCC1)[C@@H](C)NC1=CC=CC=C1